(4-(4-amino-7-isopropylimidazo[5,1-f][1,2,4]triazin-5-yl)benzyl)-3-methoxythiophene-2-carboxamide NC1=NC=NN2C1=C(N=C2C(C)C)C2=CC=C(CC=1C(=C(SC1)C(=O)N)OC)C=C2